5-(5-([1,1'-biphenyl]-4-yl)pyrazolidin-3-ylidene)-1,3-dimethylbarbituric acid C1(=CC=C(C=C1)C1CC(NN1)=C1C(N(C(N(C1=O)C)=O)C)=O)C1=CC=CC=C1